(2S,3R,4R,5R)-N-(3-Carbamoyl-4-fluoro-phenyl)-3-(3,4-Difluoro-2-methoxy-phenyl)-4,5-dimethyl-5-(trifluoromethyl)tetrahydrofuran-2-carboxamid C(N)(=O)C=1C=C(C=CC1F)NC(=O)[C@H]1O[C@]([C@@H]([C@@H]1C1=C(C(=C(C=C1)F)F)OC)C)(C(F)(F)F)C